NN1C(=C(C2=CC=C(C=C12)Cl)\C=N\O)C=1OC=NN1 (E)-1-amino-6-chloro-2-(1,3,4-oxadiazol-2-yl)-1H-indole-3-formaldoxime